[Si](C)(C)(C(C)(C)C)O[C@@H](CO)COC\C=C\CCCCCCCCCCCCCCC (S,E)-2-((tert-Butyldimethylsilyl)oxy)-3-(octadecan-2-en-1-yloxy)propan-1-ol